C12(C(C1)C(=O)O)CCOC1=CC=CC=C12 2,3-dihydrospiro[chromene-4,1'-cyclopropane]-2'-formic acid